N[C@@H](CCC(N)=O)C(=O)[O-] glutaminate